Tert-butyl (3-ethyl-4-methoxypyrazolo[1,5-a]pyridin-5-yl)carbamate C(C)C=1C=NN2C1C(=C(C=C2)NC(OC(C)(C)C)=O)OC